FC1=C(SC(=C1)C(C)(C)O)[S@@](=O)(N)=NC(NC1=C2CCCC2=CC=2CCCC12)=O |o1:10| (R) or (S)-3-fluoro-N'-((1,2,3,5,6,7-hexahydro-s-indacen-4-yl)carbamoyl)-5-(2-hydroxypropan-2-yl)thiophene-2-sulfonimidamide